C(C(=C)C)(=O)OC(CC[Si](OCC)(OCC)OCC)CCCC 3-(methacryloxy)heptyl-triethoxysilane